CCNC(C)CC1=CC2=C(C=C1)OCO2 The molecule is a secondary amino compound that is N-ethylisopropylamine in which a hydrogen of one of the isopropyl methyl groups has been replaced by a 3,4-methylenedioxyphenyl group. It is a member of benzodioxoles and a secondary amino compound.